5-hydroxy-3-[2-({6-[(1H-indol-6-ylmethyl)-amino]-hexylamino}-methyl)-1H-indol-3-yl]-2,3-dihydro-isoindol-1-one OC=1C=C2C(NC(C2=CC1)=O)C1=C(NC2=CC=CC=C12)CNCCCCCCNCC1=CC=C2C=CNC2=C1